2-chloromethyl-6-(trifluoromethyl)nicotinic acid ethyl ester C(C)OC(C1=C(N=C(C=C1)C(F)(F)F)CCl)=O